(S)-1-((8-((2'-Chloro-3'-((3-(((R)-3-hydroxypyrrolidin-1-yl)methyl)-1,7-naphthyridin-8-yl)amino)-2-methyl-[1,1'-biphenyl]-3-yl)amino)-1,7-naphthyridin-3-yl)methyl)pyrrolidin-3-ol ClC1=C(C=CC=C1NC=1N=CC=C2C=C(C=NC12)CN1C[C@@H](CC1)O)C1=C(C(=CC=C1)NC=1N=CC=C2C=C(C=NC12)CN1C[C@H](CC1)O)C